NC=1C2=C(N=CN1)N(C=C2C2=CC(=C(C=C2)NC(=O)NC2=CC(=C(C=C2)CN2CCN(CC2)C)C(F)(F)F)F)C2CCN(CC2)S(=O)(=O)C2CC2 1-(4-(4-amino-7-(1-(cyclopropylsulfonyl)piperidin-4-yl)-7H-pyrrolo[2,3-d]pyrimidin-5-yl)-2-fluorophenyl)-3-(4-((4-methylpiperazin-1-yl)methyl)-3-(trifluoromethyl)phenyl)urea